CC1=CC=C(C(C2=CC=C(C=C2)C)=NO)C=C1 4,4'-dimethyl-benzophenone oxime